1-amino-3-[[7-(3,4,5-trimethoxyphenyl)-1,6-naphthyridin-5-yl]amino]-2-propanol NCC(CNC1=C2C=CC=NC2=CC(=N1)C1=CC(=C(C(=C1)OC)OC)OC)O